[NH3+][C@H](C(=O)[O-])CCC(=O)O (S)-2-ammonio-4-carboxybutanoate